C(C)OC(C(C(=O)C)=CC1=CC(=CC=C1)[N+](=O)[O-])=O 2-(3-nitrobenzylidene)acetoacetic acid ethyl ester